(S)-N-(2-ethynyl-thiazol-4-yl)-4-(3'-(3-hydroxypyrrolidin-1-yl)-[1,1'-biphenyl]-4-yl)piperazine-1-carboxamide C(#C)C=1SC=C(N1)NC(=O)N1CCN(CC1)C1=CC=C(C=C1)C1=CC(=CC=C1)N1C[C@H](CC1)O